tert-butyl (R)-(1-oxo-1-(7-(4-(trifluoromethyl)phenyl)-3,4-dihydroisoquinolin-2(1H)-yl)propan-2-yl)carbamate O=C([C@@H](C)NC(OC(C)(C)C)=O)N1CC2=CC(=CC=C2CC1)C1=CC=C(C=C1)C(F)(F)F